ClC1=C(C=CC=C1C1=CC=C(C(=N1)OC)CN1CC(C1)C(=O)O)C1=C(C(=CC=C1)NC1=NC=CC=2C1=NC=CN2)Cl 1-((6-(2,2'-dichloro-3'-(pyrido[3,4-b]pyrazin-5-ylamino)-[1,1'-biphenyl]-3-yl)-2-methoxypyridin-3-yl)methyl)azetidine-3-carboxylic acid